Cl.ClC=1C=C(C=C(C1)Cl)C(C)(C)NC(=O)[C@@H]1CN[C@@H](CO1)CO (2S,5R)-N-(2-(3,5-dichlorophenyl)propan-2-yl)-5-(hydroxymethyl)morpholine-2-carboxamide hydrochloride